(E)-6-chloro-1-(2,2-difluoroethyl)-2-(1,3,4-oxadiazol-2-yl)-1H-indol ClC1=CC=C2C=C(N(C2=C1)CC(F)F)C=1OC=NN1